(R,E)-N-(1-(3,4-dimethoxyphenyl)ethyl)-3-(5-(pyrazolo[1,5-a]pyridin-3-yl)-1H-pyrrolo[2,3-b]pyridin-3-yl)acrylamide COC=1C=C(C=CC1OC)[C@@H](C)NC(\C=C\C1=CNC2=NC=C(C=C21)C=2C=NN1C2C=CC=C1)=O